BrCC=1C(=CC(=NC1)Cl)C(=O)OCC ethyl 5-(bromomethyl)-2-chloro-pyridine-4-carboxylate